(trans-4-(((3-isobutoxypiperidin-1-yl)sulfonyl)methyl)cyclohexyl)(methyl)amino-1H-pyrrole C(C(C)C)OC1CN(CCC1)S(=O)(=O)C[C@@H]1CC[C@H](CC1)C=1N(C=CC1)NC